C(C1=CC=CC=C1)O[C@H](CO)C (2S)-2-(benzyloxy)propan-1-ol